1-{4-[(3-chloro-1-{[2-(trimethylsilyl)ethoxy]methyl}-1H-pyrrolo[2,3-b]pyridin-4-yl)oxy]-3,5-difluorophenyl}-3-[(3-methyloxetan-3-yl)methyl]urea ClC1=CN(C2=NC=CC(=C21)OC2=C(C=C(C=C2F)NC(=O)NCC2(COC2)C)F)COCC[Si](C)(C)C